3-bromo-N-(4-fluoro-3-methoxy-phenyl)-N,2,8-trimethyl-imidazo[1,2-a]pyrazine-6-carboxamide BrC1=C(N=C2N1C=C(N=C2C)C(=O)N(C)C2=CC(=C(C=C2)F)OC)C